(1S,3R,4S)-4-(benzyloxy)-3-((benzyloxy)methyl)-2-methylenecycloPentan-1-ol C(C1=CC=CC=C1)O[C@@H]1[C@H](C([C@H](C1)O)=C)COCC1=CC=CC=C1